3,6-dibutyl-9H-carbazole C(CCC)C=1C=CC=2NC3=CC=C(C=C3C2C1)CCCC